(3S,3aS,6aR)-N-(2-amino-2-oxo-1-phthalazin-1-yl-ethyl)-2-[(2S)-2-(2,2-difluoropropanoylamino)-3,3-dimethyl-butanoyl]-3,3a,4,5,6,6a-hexahydro-1H-cyclopenta[c]pyrrole-3-carboxamide NC(C(C1=NN=CC2=CC=CC=C12)NC(=O)[C@@H]1[C@@H]2[C@H](CN1C([C@H](C(C)(C)C)NC(C(C)(F)F)=O)=O)CCC2)=O